C(C1=CC=CC=C1)OC(CC1(CCN(CC1)C1=CC=C2C(=NN(C2=C1)C)C=1C(=NC(=CC1)OCC1=CC=CC=C1)OCC1=CC=CC=C1)O)=O benzyl-2-(1-(3-(2,6-bis(benzyloxy)pyridin-3-yl)-1-methyl-1H-indazol-6-yl)-4-hydroxypiperidin-4-yl)acetate